(4-(difluoromethyl)-2-((R)-1-hydroxyethyl)oxazol-5-yl)((S)-4-(6-fluorobenzo[d]oxazol-2-yl)-6,7-dihydro-1H-imidazo[4,5-c]pyridin-5(4H)-yl)methanone FC(C=1N=C(OC1C(=O)N1[C@@H](C2=C(CC1)NC=N2)C=2OC1=C(N2)C=CC(=C1)F)[C@@H](C)O)F